ClC1=CC=C(C=C1)C=1N=CN(C1C1=CC=NC=C1)CC(=O)N[C@H]1CN(CCC1)C(=O)OC(C)(C)C tert-butyl (3R)-3-{2-[4-(4-chlorophenyl)-5-(pyridin-4-yl)-1H-imidazol-1-yl]acetamido}piperidine-1-carboxylate